CN1N=C(C=C1CC1CC2(CNC2)C1)C(F)(F)F 6-[[2-methyl-5-(trifluoromethyl)pyrazol-3-yl]methyl]-2-azaspiro[3.3]heptane